CNC(CC1=CC=C(CN2N=CC(=C2)C(=O)OCC)C=C1)=O ethyl 1-(4-(2-(methylamino)-2-oxoethyl) benzyl)-1H-pyrazole-4-carboxylate